C1(=CCCCC1)C1=C(C(=NC=C1)C1CCC(CC1)(F)F)NC(=O)C=1C=NC(=NC1)C(C)C N-(4-(cyclohex-1-en-1-yl)-2-(4,4-difluorocyclohexyl)pyridin-3-yl)-2-isopropylpyrimidine-5-carboxamide